C(C)(=O)OCC(C)CCC[C@@H](C)[C@H]1CC[C@H]2[C@@H]3CCC4CCCC[C@]4(COCOC)[C@H]3CC[C@]12C acetoxy-19-methoxymethyloxy-cholestane